((2-(2,6-dioxopiperidin-3-yl)-6-fluoro-1,3-dioxoisoindolin-5-yl)amino)decanoic acid O=C1NC(CCC1N1C(C2=CC(=C(C=C2C1=O)NC(C(=O)O)CCCCCCCC)F)=O)=O